C1(=CC=CC=C1)CCCCCCNC(=O)N 1-(phenylhexyl)urea